7-(6-(2,2-difluorocyclopropyl)-3,4-dihydro-2H-pyran-4-yl)-9-(2,4-difluorophenyl)-2,3-dimethyl-4H-pyrazino[1,2-a]pyrimidin-4-one FC1(C(C1)C1=CC(CCO1)C=1N=C(C=2N(C(C(=C(N2)C)C)=O)C1)C1=C(C=C(C=C1)F)F)F